taurate lithium salt [Li+].NCCS(=O)(=O)[O-]